3-(4-Methoxyphenyl)-7-(2-phenylcyclobutyl)-4H-chromen-4-one COC1=CC=C(C=C1)C1=COC2=CC(=CC=C2C1=O)C1C(CC1)C1=CC=CC=C1